Ethyl-6-((5-(1-((2S,4R)-4-hydroxy-2-((4-(4-methylthiazol-5-yl)benzyl)carbamoyl)pyrrolidin-1-yl)-3-methyl-1-oxobutan-2-yl)isoxazol-3-yl)oxy)hexanoate C(C)OC(CCCCCOC1=NOC(=C1)C(C(=O)N1[C@@H](C[C@H](C1)O)C(NCC1=CC=C(C=C1)C1=C(N=CS1)C)=O)C(C)C)=O